N12NNNCCCCCCCCC(CCC1)C2 tetraazabicyclo[11.3.1]heptadecane